BrC1=CC2=C(N=C(N=C2OC)C)N=C1N 6-bromo-4-methoxy-2-methylpyrido[2,3-d]pyrimidin-7-amine